FC(COC([SiH](C)C)OCC(F)F)F bis(2,2-difluoroethoxy)trimethylsilane